NC1(CCN(CC1)C1=NC=2C(=NC(=CN2)SC2=CC=C(C=C2)C2(CCC2)C#N)N1)C 1-(4-((2-(4-amino-4-methylpiperidin-1-yl)-1H-imidazo[4,5-b]pyrazin-6-yl)thio)phenyl)cyclobutane-1-carbonitrile